tert-butyl 7-(7-benzyl-1-(2-isopropylphenyl)-2-oxo-1,2,5,6,7,8-hexahydropyrido[3,4-d]pyrimidin-4-yl)-1,7-diazaspiro[3.5]nonane-2-carboxylate C(C1=CC=CC=C1)N1CC=2N(C(N=C(C2CC1)N1CCC2(CC(N2)C(=O)OC(C)(C)C)CC1)=O)C1=C(C=CC=C1)C(C)C